O1N=CC=C1CN 1-(1,2-oxazol-5-yl)methanamine